C(O)C1=C(O)C(=C(C(=C1O)CO)O)CO 2,4,6-trimethylolphloroglucinol